CC1=CC(NC=2N=CN=CC21)=O 5-methyl-8H-pyrido[2,3-d]pyrimidin-7-one